COC1=C(SC=C1)C=1C=NC=2CCN(CC2C1)C=1C(=CC=2N(N1)C(C=C(N2)C)=O)C 7-(3-(3-methoxythiophen-2-yl)-7,8-dihydro-1,6-naphthyridin-6(5H)-yl)-2,8-dimethyl-4H-pyrimido[1,2-b]pyridazin-4-one